NCCC1CN(C(O1)=O)C1=CC=C(C=C1)S(=O)(=O)N1CCN(CC1)C1=NC(=CC(=C1)C(F)(F)F)Cl 5-(2-Aminoethyl)-3-[4-[4-[6-chloro-4-(trifluoromethyl)-2-pyridyl]piperazin-1-yl]sulfonylphenyl]oxazolidin-2-one